tert-butyl (4-((2-(4,4-difluoropiperidin-1-yl)-6-methylpyrimidin-4-yl)carbamoyl)-3-(6-azaspiro[2.5]octan-6-yl)phenyl)carbamate FC1(CCN(CC1)C1=NC(=CC(=N1)NC(=O)C1=C(C=C(C=C1)NC(OC(C)(C)C)=O)N1CCC2(CC2)CC1)C)F